C(C(=C)C)(=O)OCCOCCOCCOC(C(=C)C)=O Triethylene glycol dimethacrylate